NC1=C(C(=NN1CC1C(C1)(F)F)C1=CC=C(C=C1)CNC(C1=C(C=CC(=C1)F)OC([2H])([2H])[2H])=O)C(=O)N 5-amino-1-((2,2-difluorocyclopropyl)methyl)-3-(4-((5-fluoro-2-(methoxy-d3)benzamido)methyl)-phenyl)-1H-pyrazole-4-carboxamide